C(#N)N1C[C@H](CC1)N(S(=O)(=O)C=1C(=NC=CC1)NC1=CC=CC=C1)C (S)-N-(1-cyanopyrrolidin-3-yl)-N-methyl-2-(phenylamino)pyridine-3-sulfonamide